FC(C)(F)C1=NN(C=C1)CC1CC2(CC2F)C1 3-(1,1-difluoroethyl)-1-((1-fluorospiro[2.3]hexan-5-yl)methyl)-1H-pyrazole